benzyl-diethyl-[(2,6-xylylcarbamoyl)methyl]ammonium benzoate C(C1=CC=CC=C1)(=O)[O-].C(C1=CC=CC=C1)[N+](CC(NC1=C(C=CC=C1C)C)=O)(CC)CC